C1(CCCCC1)COC1=NN2C(N=CC3=CC=CC=C23)=C1 (Cyclohexylmethoxy)pyrazolo[1,5-a]quinazoline